N-(4-(2-isopropoxypropan-2-yl)thiazol-2-yl)-6-oxo-1-(pyridin-4-ylmethyl)piperidine-2-carboxamide C(C)(C)OC(C)(C)C=1N=C(SC1)NC(=O)C1N(C(CCC1)=O)CC1=CC=NC=C1